S(=O)(=O)(O)O.COCCC[Li] methoxypropyl-lithium sulfate